[Si](C)(C)(C(C)(C)C)OCC1=CC(=NC2=CC=C(C=C12)C(=O)O)NCC1=CC=C(C=C1)OC 4-(((tert-butyldimethylsilyl)oxy)methyl)-2-((4-methoxybenzyl)amino)quinoline-6-carboxylic acid